tris(N-methylbenzimidazol-2-ylmethyl)amine CN1C(=NC2=C1C=CC=C2)CN(CC2=NC1=C(N2C)C=CC=C1)CC1=NC2=C(N1C)C=CC=C2